(4-(5,6-difluoropyridin-3-ylamino)-6-(6-(trifluoromethyl)pyridin-2-yl)-1,3,5-triazin-2-ylamino)-2-methylpropan-2-ol FC=1C=C(C=NC1F)NC1=NC(=NC(=N1)C1=NC(=CC=C1)C(F)(F)F)NCC(C)(O)C